C(CC)C(C=CCCCC)CCCC 7-propyl-5-undecene